C(C)N1C(C2=C(C=C(C=C2C1)B1OC(C(O1)(C)C)(C)C)NCCO)=O 2-ethyl-7-(2-hydroxyethylamino)-5-(4,4,5,5-tetramethyl-1,3,2-dioxaborolan-2-yl)isoindolin-1-one